NC1=NC=CC(=N1)N1C[C@H](CC1)O (S)-1-(2-aminopyrimidin-4-yl)pyrrolidin-3-ol